(S)-butan-2-amine C[C@@H](CC)N